(R)-2-(1-(6-(5-((5-(cyclopropylmethyl)-1H-1,2,3-triazol-1-yl)methyl)-1-methyl-1H-1,2,3-triazol-4-yl)-2-(difluoromethyl)pyridin-3-yl)piperidin-3-yl)acetic acid C1(CC1)CC1=CN=NN1CC1=C(N=NN1C)C1=CC=C(C(=N1)C(F)F)N1C[C@H](CCC1)CC(=O)O